(4-(isopropylamino)-6-phenyl-1,3,5-triazin-2-ylamino)picolinonitrile C(C)(C)NC1=NC(=NC(=N1)C1=CC=CC=C1)NC=1C(=NC=CC1)C#N